C1OCC12CN(C2)CC=2N(C(=CN2)C2=CC=C(OC1=C(C=O)C=CC(=C1)CC)C=C2)C 2-(4-(2-((2-oxa-6-azaspiro[3.3]heptan-6-yl)methyl)-1-methyl-1H-imidazol-5-yl)phenoxy)-4-ethylbenzaldehyde